F[C@@H]1CCCC[C@H]1O (1R,3R,4R)-3-fluoro-4-hydroxycyclohexane